FC(CN1N=NC2=C1C=C(C=C2)C=2C=CN1N=C(N=C(C12)OC)N[C@@H]1[C@@H](CN(CC1)C1(COC1)C(C)C)F)F 5-(1-(2,2-difluoroethyl)-1H-benzo[d][1,2,3]triazol-6-yl)-N-((3R,4S)-3-fluoro-1-(3-isopropyloxetan-3-yl)piperidin-4-yl)-4-methoxypyrrolo[2,1-f][1,2,4]triazin-2-amine